2-((5-phenylpyrimidin-2-yl)methyl)oxazole-4-carboxylic acid C1(=CC=CC=C1)C=1C=NC(=NC1)CC=1OC=C(N1)C(=O)O